6-chloro-3-(methoxymethyl)-8-(4-methylpiperazin-1-yl)quinoline (2s,3s)-3-(o-tolyl)butan-2-yl-(3-hydroxy-4-methoxypicolinoyl)-L-alaninate C1(=C(C=CC=C1)[C@@H](C(C)N([C@@H](C)C(=O)O)C(C1=NC=CC(=C1O)OC)=O)C)C.ClC=1C=C2C=C(C=NC2=C(C1)N1CCN(CC1)C)COC